SC1SC(SC(S1)S)S 2,4,6-trimercapto-1,3,5-trithiane